(8-methoxy-9-(2-methyl-2H-tetrazol-5-yl)-1-propyl-5,6-dihydroimidazo[5,1-a]isoquinolin-3-yl)((R)-2-methyl-2-((S)-2,2,2-trifluoro-1-hydroxyethyl)pyrrolidin-1-yl)methanone COC=1C=C2CCN3C(C2=CC1C=1N=NN(N1)C)=C(N=C3C(=O)N3[C@](CCC3)([C@@H](C(F)(F)F)O)C)CCC